C(CCC(=O)O)(=O)O (S)-(-)-succinic acid